NC=1C=C(C=CC1)S(=O)(=O)NC1=NC(=CC(=N1)CC=1C=C(C(=O)O)C=CC1)C1=C(C=CC=C1C)C 3-[[2-[(3-aminophenyl)sulfonylamino]-6-(2,6-dimethylphenyl)pyrimidin-4-yl]methyl]benzoic acid